tert-butyl (E)-4-((2-(3-(4-chlorophenyl)-N'-((4-chlorophenyl)sulfonyl)-4-phenyl-4,5-dihydro-1H-pyrazole-1-carboximidamido)ethyl)sulfonyl)piperazine-1-carboxylate ClC1=CC=C(C=C1)C1=NN(CC1C1=CC=CC=C1)/C(/NCCS(=O)(=O)N1CCN(CC1)C(=O)OC(C)(C)C)=N/S(=O)(=O)C1=CC=C(C=C1)Cl